(S)-(6-(2-ethylphenyl)-3-(3-(5-methylpyridin-2-yloxy)pyrrolidin-1-yl)pyridin-2-yl)methanol C(C)C1=C(C=CC=C1)C1=CC=C(C(=N1)CO)N1C[C@H](CC1)OC1=NC=C(C=C1)C